C(#N)C1(CC1)C1=CC=C(C=C1)C=1N(C(=C(N1)C(=O)O)S(=O)(=O)CC)C 2-[4-(1-cyanocyclopropyl)phenyl]-5-ethylsulfonyl-1-methyl-imidazole-4-carboxylic acid